N[C@@H](C1=CC=C(C=C1)C=1C(=C(C=CC1)C1=C(C(=CC=C1)C=1OC2=C(N1)C=C(C(=C2)OC(F)F)CN2[C@@H](CCC2)C(=O)O)C)C)C(=O)O ((2-(4''-((S)-amino(carboxy)methyl)-2,2'-dimethyl-[1,1':3',1''-terphenyl]-3-yl)-6-(difluoromethoxy)benzo[d]oxazol-5-yl)methyl)-L-proline